C(#N)C1=CC=C(C=N1)OC1=CC=C(C=C1)C(C)(C)C1=CC=C(OC2CC(C2)NC(OC(C)(C)C)=O)C=C1 tert-butyl ((1s,3s)-3-(4-(2-(4-((6-cyanopyridin-3-yl)oxy)phenyl) propan-2-yl)phenoxy)cyclobutyl)carbamate